2-methoxy-6-(1-methyl-1H-imidazol-4-yl)pyridine-4-sulfonyl chloride COC1=NC(=CC(=C1)S(=O)(=O)Cl)C=1N=CN(C1)C